[Br-].COCCOC[P+](CC)(CC)CC (2-methoxyethoxymethyl)triethylphosphonium bromide